ethoxy 4-tert-butylphenyl ether C(C)(C)(C)C1=CC=C(C=C1)OOCC